1-((1R)-1-(3'-(2,2-difluorocyclopropyl)-[1,1'-biphenyl]-4-yl)-2-hydroxyethyl)-3-(2-ethynylthiazol-4-yl)urea FC1(C(C1)C=1C=C(C=CC1)C1=CC=C(C=C1)[C@H](CO)NC(=O)NC=1N=C(SC1)C#C)F